COC=1C(=CC2=C(S(C3=C(C(N2)=O)C=CC=C3)(=O)=O)C1)C(=O)O 7-methoxy-11-oxo-10,11-dihydrodibenzo[b,f][1,4]thiazepine-8-carboxylic acid 5,5-dioxide